BrCC(=O)C1=CC(=NC=C1)Cl 2-bromo-1-(2-chloropyridin-4-yl)ethan-1-one